Tetrahydro-2H-pyran-2-ylmethyl-2-({2-chloro-4-fluoro-5-[3-methyl-2,6-dioxo-4-(trifluoromethyl)-3,6-dihydropyrimidin-1(2H)-yl]phenyl} sulfanyl)-4-methylpentanoat O1C(CCCC1)COC(C(CC(C)C)SC1=C(C=C(C(=C1)N1C(N(C(=CC1=O)C(F)(F)F)C)=O)F)Cl)=O